2-[(4-{5-[(4-cyano-2-fluorophenoxy)methyl]furan-2-carbonyl}piperazin-1-yl)methyl]-1-{[(2S)-oxetan-2-yl]methyl}-1H-1,3-benzodiazole-6-carboxylic acid C(#N)C1=CC(=C(OCC2=CC=C(O2)C(=O)N2CCN(CC2)CC2=NC3=C(N2C[C@H]2OCC2)C=C(C=C3)C(=O)O)C=C1)F